FC1(CC(C1)C(=O)N(CCCNC1=NC(=NC=C1C(F)(F)F)NC=1C(=NN(C1)C1CC2CCC(C1)N2C)C)C)F 3,3-difluoro-N-methyl-N-(3-((2-((3-methyl-1-(8-methyl-8-azabicyclo[3.2.1]octan-3-yl)-1H-pyrazol-4-yl)amino)-5-(trifluoromethyl)pyrimidin-4-yl)amino)propyl)cyclobutane-1-carboxamide